R-(1-methyl-pyrrolidine-2-yl)acrylic acid CN1[C@H](CCC1)C(C(=O)O)=C